Cl.N[C@H](C(=O)O)CC1=CC=C(C=C1)C1=CSC2=C1N=CN=C2O[C@@H](C(F)(F)F)C2=C(C=C(C=C2)Cl)C=2CCCOC2 (S)-2-amino-3-(4-(4-((R)-1-(4-chloro-2-(3,4-dihydro-2H-pyran-5-yl)phenyl)-2,2,2-trifluoroethoxy)thieno[3,2-d]pyrimidine-7-yl)phenyl)propionic acid hydrochloride